3-fluoro-piperidine-1-carboxylic acid FC1CN(CCC1)C(=O)O